4-cyano-4-(dodecylmercaptocarbonyl)sulfanylpentanoic acid C(#N)C(CCC(=O)O)(C)SC(=O)SCCCCCCCCCCCC